CSC1=CC=CC=N1 6-(Methylsulfanyl)pyridin